C1(=CC=CC=C1)OC(NC=1C=NC(=CC1)N1CCC(CC1)(F)F)=O phenyl(6-(4,4-difluoropiperidin-1-yl) pyridin-3-yl)carbamate